3-(chloromethyl)-4-methyl-1-((2-(trimethylsilyl)ethoxy)methyl)-1H-pyrazole ClCC1=NN(C=C1C)COCC[Si](C)(C)C